ClC1=CC=C(C=C1)N1C(=CC=C1C)C(CN1CCCCC1)=O 1-(1-(4-Chlorophenyl)-5-methyl-1H-pyrrol-2-yl)-2-(piperidin-1-yl)ethanone